Cl.N[C@H]1CN(C[C@@H](C1)O)C(=O)OC(C)(C)C |o1:2,6| rel-tert-butyl (3R,5R)-3-amino-5-hydroxypiperidine-1-carboxylate hydrochloride